C(C(=O)NCC(=O)NCC(=O)NCC(=O)NCC(=O)NCC(=O)O)N hexaglycine